FC1=CC=C(C=C1)C1=NC=CC(=C1)C=1C=CC(=C(C1)S(=O)(=O)N1CCOCC1)C ((5-(2-(4-fluorophenyl)pyridin-4-yl)-2-methylphenyl)sulfonyl)morpholine